tridecyl arachidate C(CCCCCCCCCCCCCCCCCCC)(=O)OCCCCCCCCCCCCC